N1(CCCCC1)C1=CC=C(C=C1)SC1=CC2=C(NC(=N2)NC(OC)=O)C=C1 methyl (5-((4-(piperidin-1-yl)phenyl)thio)-1H-benzo[d]imidazol-2-yl)carbamate